The molecule is a monocarboxylic acid anion that is the conjugate base of 1,4-dihydroxy-6-naphthoic acid, arising from deprotonation of the carboxy group. It is a conjugate base of a 1,4-dihydroxy-6-naphthoic acid. C1=CC2=C(C=CC(=C2C=C1C(=O)O)[O-])O